C1=CC=C(C=C1)C[C@@H](C(=O)O)NCC2([C@H]([C@@H]([C@H](O2)CO)O)O)O The molecule is an L-phenylalanine derivative in which one of the amino hydrogens of L-phenylalanine has been replaced by a 1-fructosyl group. It has a role as a Camellia sinensis metabolite. It is a L-phenylalanine derivative and a monosaccharide derivative. It derives from a D-fructofuranose.